FC1=C(C=CC(=C1)C)C=1CSC2=CC(=CC=C2C1C1=CC=C(C=C1)O[C@@H]1CN(CC1)CCCF)C(=O)O 3-(2-fluoro-4-methyl-phenyl)-4-[4-[(3S)-1-(3-fluoropropyl)pyrrolidin-3-yl]Oxy-phenyl]-2H-thiochromene-7-carboxylic acid